FC=1C(=C(C(=O)O)C=CC1)N(C(=O)OCCC)C 3-fluoro-2-(methyl-(propoxycarbonyl)amino)benzoic acid